CN1C(OC2=C1C=C(C=C2)C=2SC(=CN2)CN2C[C@H](OCC2)C=2C(=C1COC(C1=CC2)=O)C)=O (R)-3-methyl-5-(5-((2-(4-methyl-1-oxo-1,3-dihydroisobenzofuran-5-yl)morpholino)methyl)thiazol-2-yl)benzo[d]oxazol-2(3H)-one